thiopyran-1-one S1(CC=CC=C1)=O